2-(3-fluoro-5-methoxyphenyl)-1-(3-(methylcarbamoyl)cyclobutyl)-N-(3-(4-phenylpiperazin-1-yl)propyl)-1H-benzo[d]imidazole-6-carboxamide FC=1C=C(C=C(C1)OC)C1=NC2=C(N1C1CC(C1)C(NC)=O)C=C(C=C2)C(=O)NCCCN2CCN(CC2)C2=CC=CC=C2